ClC1=CC=C(C=C1)C=1C=C(C(NN1)=O)C(=O)OCC Ethyl 6-(4-chlorophenyl)-3-oxo-2,3-dihydropyridazine-4-carboxylate